BrC1=C(C=C(C=C1)C1=NN(C2=C1C=NC=1C=CC(=CC21)OC)C2=CC=CC=C2)Cl 3-(4-bromo-3-chlorophenyl)-8-methoxy-1-phenyl-1H-pyrazolo[4,3-c]quinoline